C1=C(OC(=C1)C=O)CO Hydroxymethylfurfural